C[C@@H]1CN(C[C@@H](O1)C)C(=O)C=1C2=C(N(N1)CC(=O)N1CCC(CC1)C1=CC(=C(C(=C1)C)OC)C)CCC2 2-{3-[(2R,6S)-2,6-dimethylmorpholine-4-carbonyl]-5,6-dihydrocyclopenta[c]pyrazol-1(4H)-yl}-1-[4-(4-methoxy-3,5-dimethylphenyl)piperidin-1-yl]ethan-1-one